(2S,4R)-4-fluoro-1-(1-(trifluoromethyl)cyclobutane-1-carbonyl)pyrrolidine-2-carboxylic acid F[C@@H]1C[C@H](N(C1)C(=O)C1(CCC1)C(F)(F)F)C(=O)O